NCC(=O)N1CCCC1 1-glycylpyrrolidine